4-(2-methoxy-5-((5-chloro-1H-indol-3-yl)thio)phenyl)piperazine COC1=C(C=C(C=C1)SC1=CNC2=CC=C(C=C12)Cl)N1CCNCC1